N-(6-(5-ethyl-1,2,4-oxadiazol-3-yl)-1,2,3,4-tetrahydronaphthalen-1-yl)-1-methyl-1H-pyrazole-4-carboxamide C(C)C1=NC(=NO1)C=1C=C2CCCC(C2=CC1)NC(=O)C=1C=NN(C1)C